O=C1N(CC2=C(C=CC=C12)B1OC(C(O1)(C)C)(C)C)C(=O)[O-] 1-oxo-4-(4,4,5,5-tetramethyl-1,3,2-dioxaborolan-2-yl)isoindoline-2-carboxylate